(R)-3-Hydroxy-1-methyl-3-(3-(3-(1-methyl-1H-pyrazolo[3,4-b]pyridin-6-yl)phenyl)isoxazol-5-yl)pyrrolidin-2-one O[C@@]1(C(N(CC1)C)=O)C1=CC(=NO1)C1=CC(=CC=C1)C1=CC=C2C(=N1)N(N=C2)C